The molecule is an amino disaccharide consisting of 2-acetamido-beta-D-glucopyranose and beta-D-glucopyranuronic acid residues joined in sequence by a (1->4)-glycosidic bond. It is an amino disaccharide, a member of acetamides and a monocarboxylic acid. It derives from a beta-D-glucuronic acid and a N-acetyl-beta-D-glucosamine. CC(=O)N[C@@H]1[C@H]([C@@H]([C@H](O[C@H]1O[C@H]2[C@@H]([C@H]([C@@H](O[C@@H]2C(=O)O)O)O)O)CO)O)O